2-nitro-3-hydroxyethyl-pyridine [N+](=O)([O-])C1=NC=CC=C1CCO